CC=1C=C(CC=2C=CC3=C(NC4=CC=CC=C34)N2)C=CC1 (3-methylbenzyl)-9H-pyrido[2,3-b]indole